ClC1=NC(=NC(=C1C=O)NCC1=CC=C(C=C1)OC)C 4-Chloro-6-((4-methoxybenzyl)amino)-2-methylpyrimidine-5-carbaldehyde